ClC1=CC(=C2C[C@@H]([C@H](C2=C1)OC1=C(C=CC=C1)C)N(C)C)C#N 4-[[(S,2S)-6-chloro-4-cyano-2-(dimethylamino)-2,3-dihydro-1H-inden-1-yl]oxy]-3-methylbenzene